methyl-2-(((S)-4-(6-((4-(cyclopropanecarbonyl)-2-methylbenzyl)Oxy)pyridin-2-yl)-2-methylpiperazin-1-yl)methyl)-1-(((S)-oxetan-2-yl)methyl)-1H-benzene CC1(C(C=CC=C1)CN1[C@H](CN(CC1)C1=NC(=CC=C1)OCC1=C(C=C(C=C1)C(=O)C1CC1)C)C)C[C@@H]1OCC1